[C@@H]1([C@H](O)[C@H](O)[C@@H](CO)S1)N1C=NC=2C(=O)NC(N)=NC12 4'-thio-guanosine